(1-(tert-butyl)-3-((1S,3R)-3-hydroxycyclopentyl)-1H-pyrazol-5-yl)carbamic acid benzyl ester C(C1=CC=CC=C1)OC(NC1=CC(=NN1C(C)(C)C)[C@@H]1C[C@@H](CC1)O)=O